ethyl 2-(4-(piperazin-1-ylmethyl)piperidin-1-yl)acetate hydrochloride Cl.N1(CCNCC1)CC1CCN(CC1)CC(=O)OCC